OC1=CC=C(C=C1)C1=NC(=NC(=N1)C1=CC=C(C=C1)O)C1=CC=C(C=C1)/C=C/C(=O)NCCO (E)-3-(4-(4,6-bis(4-hydroxyphenyl)-1,3,5-triazin-2-yl)phenyl)-N-(2-hydroxyethyl)acrylamide